NC=1CC(=CC=2C(N1)=CSC2)C(=O)N(CCC)CCCN 2-amino-N-(3-aminopropyl)-N-propyl-3H-thieno[3,4-b]azepine-4-carboxamide